3-Bromo-5-(Tert-Butyl)Benzaldehyde BrC=1C=C(C=O)C=C(C1)C(C)(C)C